O=S1(CCC(CC1)CCNC(=O)C=1C=NC2=CC=C(C=C2C1NC(C)C)C=1C=NNC1)=O N-(2-(1,1-dioxidotetrahydro-2H-thiopyran-4-yl)ethyl)-4-(isopropylamino)-6-(1H-pyrazol-4-yl)quinoline-3-carboxamide